NC1=CC(=C(C=C1)N1CCC(CC1)CCN1CCC2(CC(C2)NC(OC(C)(C)C)=O)CC1)F tert-butyl (7-(2-(1-(4-amino-2-fluorophenyl)piperidin-4-yl)ethyl)-7-azaspiro[3.5]nonan-2-yl)carbamate